(2S)-2-[(2S,6S)-4-(2-chloro-5-cyano-3-{[8-cyano-4-(cyclopropylamino)pyrazolo[1,5-a][1,3,5]triazin-2-yl]amino}phenyl)-2,6-dimethylpiperazin-1-yl]propenamide ClC1=C(C=C(C=C1NC1=NC=2N(C(=N1)NC1CC1)N=CC2C#N)C#N)N2C[C@@H](N([C@H](C2)C)C(C(=O)N)=C)C